C(C)(C)(C)OC(=O)N(C=1SC(=CN1)C1(CC(C1)C(=O)[O-])O)CC1=CC=C(C=C1)OC 3-(2-((tert-butoxycarbonyl)(4-methoxybenzyl)amino)thiazol-5-yl)-3-hydroxycyclobutane-1-carboxylate